C(C)(C)(C)OC(=O)N1C(CNC(C1)CN1C[C@@H](OC[C@H]1C)C)C 5-{[(2S,5R)-2,5-dimethylmorpholin-4-yl]Methyl}-2-methylpiperazine-1-carboxylic acid tert-butyl ester